C(C)(=O)C1=C(C=C(C=C1)Cl)C=1C(=NN(C(C1)=O)[C@H](C(=O)NC1=CC(=C(C(=O)OC)C=C1)O)CC1=CC=CC=C1)OC Methyl (S)-4-(2-(4-(2-acetyl-5-chlorophenyl)-3-methoxy-6-oxopyridazin-1(6H)-yl)-3-phenylpropionamido)-2-hydroxybenzoate